CCCCCCCCCCCCCCCCCC(=O)O[C@H](CC(=O)[O-])C[N+](C)(C)C STEAROYLCARNITINE